C(C=C)(=O)OC(CSC=1SC(=NN1)SC(C)C)CCC 2-acryloxy-n-pentylthio-5-isopropylthio-1,3,4-thiadiazole